C(C)(C)(C)OC(=O)C=1OC=CC=NC1 [1,4]Oxazepine-2(1H)-carboxylic acid tert-butyl ester